3-(1-methylimidazol-4-yl)-4-[[4-(trifluoromethyl)-2-pyridinyl]amino]benzenesulfonamide CN1C=NC(=C1)C=1C=C(C=CC1NC1=NC=CC(=C1)C(F)(F)F)S(=O)(=O)N